CC1CC=CCC1C=O 6-METHYL-3-CYCLOHEXENE-1-CARBOXALDEHYDE